CC1=CNC2=NC=C(C=C21)C=2C=C1CCOCC1=C(C2)CN2CCN(CC2)C 3-methyl-5-(8-((4-methylpiperazin-1-yl)methyl)isochroman-6-yl)-1H-pyrrolo[2,3-b]pyridine